CC1=NC=C(C=N1)C=1C=CC2=C(C3=C(O2)C(CCC3)N[C@H](C)C3=CC=CC=C3)C1 8-(2-methylpyrimidin-5-yl)-N-((R)-1-phenylethyl)-1,2,3,4-tetrahydrodibenzo[b,d]furan-4-amine